C1=CC(C=C2C3=CC=CC=C3N=C12)=O Carbazol-3-one